4,6,7-naphthalenetricarboxylic acid C1=CC=C(C2=CC(=C(C=C12)C(=O)O)C(=O)O)C(=O)O